C(C1=CC=CC=C1)OC(CCCOCC(C)(C)NC1=C(C=C(C(=N1)C(=O)OC)[N+](=O)[O-])C(F)(F)F)(C(F)(F)F)C(=O)OCC methyl 6-[[2-(4-benzyloxy-4-ethoxycarbonyl-5,5,5-trifluoro-pentoxy)-1,1-dimethyl-ethyl]amino]-3-nitro-5-(trifluoromethyl)pyridine-2-carboxylate